CN1C=CC2=C1C(=NC(=N2)Cl)N(C)C 2-chloro-N,N,5-trimethyl-5H-pyrrolo[3,2-d]pyrimidin-4-amine